CN(C1=CC=C2C=C(NC2=C1)C(=O)O)C 6-(dimethylamino)-1H-indole-2-carboxylic acid